C12CNCC(CC1)N2C=2SC=1CN(CCC1N2)C(=O)NC2(CCCC2)C 2-(3,8-diazabicyclo[3.2.1]octan-8-yl)-N-(1-methylcyclopentyl)-6,7-dihydrothiazolo[5,4-c]pyridine-5(4H)-carboxamide